4-chloro-2-(thiophene-2-carboxamido)benzoic acid methyl ester COC(C1=C(C=C(C=C1)Cl)NC(=O)C=1SC=CC1)=O